CC1=CC=2C=3N(C(=NC2C(=C1)C(C)=O)N1CC2(COC2)C1)C=C(N3)C(F)(F)F 1-(9-methyl-5-(2-oxa-6-azaspiro[3.3]heptan-6-yl)-2-(trifluoromethyl)imidazo[1,2-c]quinazolin-7-yl)ethan-1-one